1-(2-(8-Phenyl-1,4-dioxaspiro[4.5]decan-8-yl)ethyl)-1H-1,2,4-triazole C1(=CC=CC=C1)C1(CCC2(OCCO2)CC1)CCN1N=CN=C1